1-(3-(but-3-en-2-yl)-2-hydroxyphenyl)propan-1-one CC(C=C)C=1C(=C(C=CC1)C(CC)=O)O